FC=1C=NC(=NC1)NC1=NC=C(C=C1)CN1CCN(CC1)C(C)C 5-fluoro-N-(5-((4-isopropylpiperazin-1-yl)methyl)pyridin-2-yl)pyrimidin-2-amine